butyl propionate (butylpropionate) C(CCC)C(C(=O)O)C.C(CC)(=O)OCCCC